N-(4-bromophenyl)-N-phenylaniline BrC1=CC=C(C=C1)N(C1=CC=CC=C1)C1=CC=CC=C1